FC(C=1C=CC(=NC1)ONC1=CC=CC=C1)(F)F (5-(trifluoromethyl)pyridine-2-yloxy)aniline